C(C1=CC=CC=C1)N1N=NC2=C1N(C(N(C2)C2CCN(CC2)C2=C(C=CC=C2C)F)=O)CC2=C(C=CC=C2)C(F)(F)F 3-Benzyl-6-[1-(2-fluoro-6-methyl-phenyl)-piperidin-4-yl]-4-(2-trifluoromethyl-benzyl)-3,4,6,7-tetrahydro-[1,2,3]triazolo[4,5-d]pyrimidin-5-one